BrC=1C=C(C=CC1)C1(CC(C1)C)C1=NN=CN1C (1-(3-bromophenyl)-3-methylcyclobutyl)-4-methyl-4H-1,2,4-triazole